5-((3R,4S)-3-(dimethylamino)-4-fluoropyrrolidin-1-yl)-6-methoxyquinazolin-4-amine CN([C@@H]1CN(C[C@@H]1F)C1=C2C(=NC=NC2=CC=C1OC)N)C